BrC=1C(=CC(=C(CN([C@@H](C)C(=O)O)S(=O)(=O)O)C1)OCC=1C=NC=C(C1)C#N)OCC=1C(=C(C=CC1)C1=C(C(=CC=C1)OCC#C)C)C (5-Bromo-2-((5-cyanopyridin-3-yl)methoxy)-4-((2,2'-dimethyl-3'-(prop-2-yn-1-yloxy)-[1,1'-biphenyl]-3-yl)methoxy)benzyl)(sulfo)-L-alanine